(3'S,4'S)-5-bromo-3'-(3,4-dihydroxybenzoyl)-4'-(2-methoxyphenyl)-1'-methylspiro[indoline-3,2'-pyrrolidin]-2-one BrC=1C=C2C(=CC1)NC(C21N(C[C@@H]([C@@H]1C(C1=CC(=C(C=C1)O)O)=O)C1=C(C=CC=C1)OC)C)=O